FC(C=1C(=C(C=CC1)[C@@H](C#C)NC=1C=2C(N=CN1)=CC(N(C2)C2(CC2)C(F)F)=O)C)F (R)-4-((1-(3-(difluoromethyl)-2-methylphenyl)prop-2-yn-1-yl)amino)-6-(1-(difluoromethyl)cyclopropyl)pyrido[4,3-d]pyrimidin-7(6H)-one